1-decylimidazole C(CCCCCCCCC)N1C=NC=C1